COC(C1=CC(=C(C=C1)O)N)=O.BrC1=CC=C(C(=O)NOCCO)C=C1 4-bromo-N-(2-hydroxyethoxy)benzamide methyl-3-amino-4-hydroxybenzoate